O1CC(C1)N1CCC(CC1)CS(=O)(=O)O.O1CC(C1)N1CCC(CC1)OC=1C=CC=2N(C1)N=CC2 6-[1-(oxetan-3-yl)piperidin-4-yl]oxypyrazolo[1,5-a]pyridine [1-(Oxetan-3-yl)piperidin-4-yl]methanesulfonate